(E)-N'-(3,5-dimethoxybenzylidene)-2-(4-isopropoxyphenyl)pyrimidine-4-carbohydrazide COC=1C=C(\C=N\NC(=O)C2=NC(=NC=C2)C2=CC=C(C=C2)OC(C)C)C=C(C1)OC